(2-bromo-5-fluorobenzyl)oxy(tert-butyl)dimethylsilane BrC1=C(CO[Si](C)(C)C(C)(C)C)C=C(C=C1)F